N1C=C(C2=CC=CC=C12)C(C)(C1=CNC2=CC=CC=C12)C1=CC=C(C=C1)S(=O)(=O)N(CCC)CCC 4-(1,1-bis(1H-indol-3-yl)ethyl)-N,N-dipropylbenzenesulfonamide